4-Fluoropyridine-2-amine FC1=CC(=NC=C1)N